3-(2-chlorophenyl)-2-methyl-3-(2-methyl-1,2-dihydropyrimidin-5-yl)propionitrile ClC1=C(C=CC=C1)C(C(C#N)C)C=1C=NC(NC1)C